2-fluoro-5-methyl-4-(oxazol-2-yl)benzonitrile FC1=C(C#N)C=C(C(=C1)C=1OC=CN1)C